C(C)(C)C1=CC=C(C=C1)/N=N/C=1C(=NNC1C)C (E)-4-((4-Isopropylphenyl)diazenyl)-3,5-dimethyl-1H-pyrazole